BrC=1C(=CC=2N(C1)C(=NC2)S(=O)(=O)C)OC2=C(C=C(C=C2)F)F 6-bromo-7-(2,4-difluorophenoxy)-3-(methylsulfonyl)imidazo[1,5-a]pyridine